(S)-4-amino-2-(1-(3-ethoxy-4-methoxyphenyl)-2-(methylsulfonyl)ethyl)-6-iodoisoindoline-1,3-dione NC1=C2C(N(C(C2=CC(=C1)I)=O)[C@H](CS(=O)(=O)C)C1=CC(=C(C=C1)OC)OCC)=O